C(C)OC(=O)C=1SC=C(N1)C(=O)N1[C@H](CCCC1)C (S)-4-(2-methylpiperidine-1-carbonyl)thiazole-2-carboxylic acid ethyl ester